4-chlorophenyl-(3s,5r)-3-fluoro-5-(2-oxopyrrolidin-1-yl)piperidine-1-carboxylic acid ClC1=CC=C(C=C1)C1N(C[C@@H](C[C@@H]1F)N1C(CCC1)=O)C(=O)O